N-(2-(N,N-bis(2,4-dimethoxybenzyl)sulfamoyl)pyridin-4-yl)-2-chloro-6-cyclobutyl-nicotinamide COC1=C(CN(S(=O)(=O)C2=NC=CC(=C2)NC(C2=C(N=C(C=C2)C2CCC2)Cl)=O)CC2=C(C=C(C=C2)OC)OC)C=CC(=C1)OC